C(C)C1=C(C=CC=C1)[SeH] o-ethyl-selenophenol